BrC1=CC2=C(C(N(N=C2)CC=2C=NC(=CC2)OC)=O)C=N1 7-bromo-3-((6-methoxypyridin-3-yl)methyl)pyrido[3,4-d]pyridazin-4(3H)-one